(S)-(3-hydroxyisoxazol-5-yl)(8-phenyl-6-azaspiro[3.4]octan-6-yl)methanone OC1=NOC(=C1)C(=O)N1CC2(CCC2)[C@@H](C1)C1=CC=CC=C1